2-(2-(methacryloyloxy)ethyldithioethoxy)-4-oxobutanoic acid C(C(=C)C)(=O)OCCSSCCOC(C(=O)O)CC=O